2,2,2-trifluoro-1-phenyl-ethanone oxime FC(C(=NO)C1=CC=CC=C1)(F)F